1-methylcyclobutyl-3-propylimidazolium dicyanamide salt [N-](C#N)C#N.CC1(CCC1)C=1NC=C[N+]1CCC